C(CC)OC(CCCCC\C=C/CCC)OCCC (4Z)-11,11-dipropyloxy-4-undecene